CN1C2=C(C=3C=C(C=CC13)OC1=CC=C3C(=N1)C=NN3C3OCCCC3)C=NN(C2=O)CC2=NC(=CC=C2)C 5-methyl-3-((6-methylpyridin-2-yl)methyl)-8-((1-(tetrahydro-2H-pyran-2-yl)-1H-pyrazolo[4,3-b]pyridin-5-yl)oxy)-3,5-dihydro-4H-pyridazino[4,5-b]indol-4-one